FC(C)(F)C1=NNC(=C1C)C(=O)O 3-(1,1-difluoroethyl)-4-methyl-1H-pyrazole-5-carboxylic acid